C(C)(=O)C=1C(=NN(C1)CC1=CC(C(=C(N1CC)C1=CC(=C(C=C1)Cl)Cl)C(=O)O)=O)C 6-[(4-acetyl-3-methyl-pyrazol-1-yl)methyl]-2-(3,4-dichlorophenyl)-1-ethyl-4-oxo-pyridine-3-carboxylic acid